(2Z,4E,6E,8E)-9-(3-(1H-imidazol-1-yl)-2,6,6-trimethylcyclohex-1-en-1-yl)-N-(3-(4-hydroxyphenyl)propyl)-3,7-dimethylnona-2,4,6,8-tetraenamide N1(C=NC=C1)C1C(=C(C(CC1)(C)C)/C=C/C(=C/C=C/C(=C\C(=O)NCCCC1=CC=C(C=C1)O)/C)/C)C